tert-butyl 3-(6-(5-((tert-butoxycarbonyl)amino)pyrazolo[1,5-a]pyridin-3-yl)pyridin-2-yl)piperidine-1-carboxylate C(C)(C)(C)OC(=O)NC1=CC=2N(C=C1)N=CC2C2=CC=CC(=N2)C2CN(CCC2)C(=O)OC(C)(C)C